C(C)OC(=O)C=1C=C(C(=CC1)C1=CC=CC=C1)C=1C(=CC=CC1)C1=CC=CC=C1 4'-ethoxycarbonylquaterphenyl